2,3,4-trifluoro-benzotrifluoride FC1=C(C=CC(=C1F)F)C(F)(F)F